(R)-1-(difluoromethylene)-5-(6-((1-ethylpiperidin-3-yl)amino)-4-methylpyridazin-3-yl)-2,3-dihydro-1H-inden-4-ol FC(=C1CCC=2C(=C(C=CC12)C=1N=NC(=CC1C)N[C@H]1CN(CCC1)CC)O)F